(3-Chloro-2,4-dimethyl-5,7-dihydro-6H-pyrrolo[3,4-b]pyridin-6-yl)(3-(isoxazol-3-yl)bicyclo[1.1.1]pentan-1-yl)methanone ClC=1C(=C2C(=NC1C)CN(C2)C(=O)C21CC(C2)(C1)C1=NOC=C1)C